[Si]([O-])([O-])([O-])O.[Yb+3] ytterbium mono-silicate